(5-((3S,4S)-4-amino-3-methyl-2-oxa-8-azaspiro[4.5]decan-8-yl)-9-((2,3-dichlorophenyl)mercapto)-7H-imidazo[1,2-c]pyrrolo[3,2-e]pyrimidin-7-yl)methanol N[C@@H]1[C@@H](OCC12CCN(CC2)C2=NC1=C(C=3N2C=CN3)C(=CN1CO)SC1=C(C(=CC=C1)Cl)Cl)C